2-((S)-1-(4-(6-(isoquinolin-6-ylmethoxy)pyridin-2-yl)piperidin-1-yl)ethyl)-1-(((S)-oxetan-2-yl)methyl)-1H-benzo[d]imidazole-6-carboxylic acid C1=NC=CC2=CC(=CC=C12)COC1=CC=CC(=N1)C1CCN(CC1)[C@@H](C)C1=NC2=C(N1C[C@H]1OCC1)C=C(C=C2)C(=O)O